Ethoxy-3-methyl-1-oxobut-3-en-2-yl-5-[2-chloro-4-(trifluoromethyl) phenoxy]-2-nitrobenzoate C(C)OC1=C(C(=C(C(=O)[O-])C=C1OC1=C(C=C(C=C1)C(F)(F)F)Cl)[N+](=O)[O-])C(C=O)C(=C)C